NC1=NC(N(C=C1)[C@@H]1O[C@]([C@@H](C1)OC(C1=CC=CC=C1)(C1=CC=CC=C1)C1=CC=C(C=C1)OC)(CCl)CO[Si](C)(C)C(C)(C)C)=O 4-amino-1-[(2R,4R,5R)-5-{[(tert-butyldimethylsilyl)oxy]methyl}-5-(chloromethyl)-4-[(4-methoxyphenyl)diphenyl-methoxy]oxolan-2-yl]pyrimidin-2-one